(1-(cyclopropylmethyl)-4-(trifluoromethyl)piperidin-3-yl)(6-methoxynaphthalen-2-yl)methanone C1(CC1)CN1CC(C(CC1)C(F)(F)F)C(=O)C1=CC2=CC=C(C=C2C=C1)OC